ClC1=CC=C(C=C1)[C@@H](NC(=O)[C@H]1NC(NC1)=O)C1=CC=2N(C=C1)N=CC2 |o1:7| (S)-N-((R or S)-(4-chlorophenyl)(pyrazolo[1,5-a]pyridin-5-yl)methyl)-2-oxoimidazolidine-4-carboxamide